C(CCCC)C1=NC2=CC=CC=C2C=N1 2-amyl-quinazoline